C(C)(C)(C)C1=C(CN(C(=O)C=2C(=NN(C2)C)C(F)F)C2CC2)C=CC=C1 N-(2-tert-butylbenzyl)-N-cyclopropyl-3-(difluoromethyl)-1-methyl-pyrazole-4-amide